ClC1=C(CNNC(CC=2C=NC=CC2)=O)C(=CC=C1)Cl (2,6-dichlorobenzyl)-N'-(pyridin-3-yl)acetylhydrazine